2-(6-chloro-3-pyridinyl)-4-fluoro-2H-pyrazole ClC1=CC=C(C=N1)N1N=CC(=C1)F